N-(3-cyano-4-methyl-1H-indol-7-yl)-1-(difluoromethyl)pyrazole-4-sulfonamide C(#N)C1=CNC2=C(C=CC(=C12)C)NS(=O)(=O)C=1C=NN(C1)C(F)F